tert-butyl (2-(2-(2-(2-aminoethoxy)ethoxy)ethoxy)ethyl)-carbamate NCCOCCOCCOCCNC(OC(C)(C)C)=O